FC(S(=O)(=O)[O-])(F)F.C(CC)[N+]1=CN(C2=C1C=CC=C2)CCC 1,3-Dipropylbenzimidazolium trifluoromethanesulfonate